CN1C(C2=CC=C(C=C2C1C)N1C2=C(OCC1)C=C(C=N2)C(=O)N2CCCCC2)=O 2,3-Dimethyl-5-(7-(piperidine-1-carbonyl)-2,3-dihydro-4H-pyrido[3,2-b][1,4]oxazin-4-yl)isoindolin-1-one